N-(p-chlorophenyl)phthalimide (S)-quinuclidin-3-yl((R)-7-fluoro-6-(3-methoxyphenyl)-2,2-dimethyl-1,2,3,4-tetrahydronaphthalen-1-yl)carbamate N12C[C@H](C(CC1)CC2)N(C(O)=O)[C@@H]2C(CCC1=CC(=C(C=C21)F)C2=CC(=CC=C2)OC)(C)C.ClC2=CC=C(C=C2)N2C(C=1C(C2=O)=CC=CC1)=O